FC(C(=O)O)(F)F.CN1C(N(C2=C1C=C(C=C2)C#CC=2C=NC(=NC2)N2C(C1(CC2)CNCC1)=O)C1C(NC(CC1)=O)=O)=O 3-{3-methyl-2-oxo-5-[2-(2-{1-oxo-2,7-diazaspiro[4.4]nonan-2-yl}pyrimidin-5-yl)ethynyl]-1,3-benzodiazol-1-yl}piperidine-2,6-dione trifluoroacetate